C1(CC1)OC1=NC(=NC=C1F)N[C@H]1CN(CC1)C(=O)C1=CC=C(C=C1)NC(C=C)=O (R)-N-(4-(3-((4-cyclopropoxy-5-fluoropyrimidin-2-yl)amino)pyrrolidine-1-carbonyl)phenyl)acrylamide